C(CCCCCCCCCCCCC)(=O)O[C@H](CO)COP(=O)(O)OCCN 2-myristoyl-sn-glycero-3-phosphorylethanolamine